morpholinoethanone O1CCN(CC1)C(C)=O